tert-butyl 6-[(4-methylsulfonylpyrazol-1-yl)methylene]-2-azaspiro[3.3]heptane-2-carboxylate CS(=O)(=O)C=1C=NN(C1)C=C1CC2(CN(C2)C(=O)OC(C)(C)C)C1